tert-butyl (2R,6S)-4-(7-hydroxy-1,8-naphthyridin-3-yl)-2,6-dimethylpiperazine-1-carboxylate OC1=CC=C2C=C(C=NC2=N1)N1C[C@H](N([C@H](C1)C)C(=O)OC(C)(C)C)C